N1N=NC2=C1C=CC=C2C(=O)N 1H-1,2,3-benzotriazol-4-carboxamid